tris-(methoxysilylpropyl)isocyanuric acid CO[SiH2]CCCN1C(N(C(N(C1=O)CCC[SiH2]OC)=O)CCC[SiH2]OC)=O